[Cl-].C(CCCCC)N1CC=C(C=C1)C 1-hexyl-4-methylpyridine chloride salt